C1(=CC=CC=C1)C1=C(C(=NN=N1)C1=CC=CC=2[Se]C3=C(C21)C=CC=C3)C3=CC=CC=C3 (diphenyltriazinyl)dibenzoselenophene